(S)-3-(2-(3-aminobenzamido)acetamido)-2-(2,6-dichlorobenzamido)propanoic acid NC=1C=C(C(=O)NCC(=O)NC[C@@H](C(=O)O)NC(C2=C(C=CC=C2Cl)Cl)=O)C=CC1